(S)-5-(2-ethoxy-3-pyridinyl)-3-methyl-N-[(2-methyloxazol-4-yl)methyl]-1-[1-methylpropyl]pyrazolo[4,3-b]pyridin-7-amine C(C)OC1=NC=CC=C1C1=CC(=C2C(=N1)C(=NN2[C@H](CC)C)C)NCC=2N=C(OC2)C